C1=CC=CC=2CC3=CC=CC=C3CC12 (10H)-Anthracene